C1(=C(C=CC=C1)C[N+]1=CN(C=C1)C=C)C[N+]1=CN(C=C1)C=C 3,3'-(1,2-phenylenebis(methylene))bis(1-vinyl-1H-imidazol-3-ium)